1-(4-methoxyphenyl)-3-(4-(3-(4-methyl-1H-imidazole-1-yl)propyl)thiazole-2-yl)urea COC1=CC=C(C=C1)NC(=O)NC=1SC=C(N1)CCCN1C=NC(=C1)C